FC1=C(C=CC=C1)CNC(CC1N(C(CC1)=O)CC1=CC(=CC=C1)C(F)(F)F)=O N-[(2-fluorophenyl)methyl]-2-[5-oxo-1-[[3-(trifluoromethyl)phenyl]methyl]pyrrolidin-2-yl]acetamid